C[Sn](C=1SC(=CC1)[Sn](C)(C)C)(C)C 2,5-bis-trimethylstannyl-thiophene